N1=CN=CC(=C1)C1=CNC2=NC=CC(=C21)N2C[C@H](CCC2)N2CCC(CC2)O 1-[(3S)-1-(3-pyrimidin-5-yl-1H-pyrrolo[2,3-b]pyridin-4-yl)-3-piperidinyl]piperidin-4-ol